O[C@@H](CN1C2=NC=NC(=C2N=C1)N)CO (S)-9-(2,3-Dihydroxypropyl)adenine